S1C2=C(C=C1)C=C1C=CC=CC1=C2 naphtho(2,3-b)thiophene